FC1=C(C=CC=C1)SC1=NC=2N(C(N1)=O)N=C(C2C2=CC=CC=C2)C 2-[(2-fluorophenyl)sulfanyl]-7-methyl-8-phenyl-3H-pyrazolo[1,5-a][1,3,5]triazin-4-one